BrC1=CC=C(C(=C1C#N)C)F 6-bromo-3-fluoro-2-methylbenzonitrile